(R)-9-((5-(3-amino-3-(cyclopropoxymethyl)piperidin-1-yl)-2-(3,4-difluorophenyl)pyridin-4-yl)methyl)-9H-purin-6-amine N[C@]1(CN(CCC1)C=1C(=CC(=NC1)C1=CC(=C(C=C1)F)F)CN1C2=NC=NC(=C2N=C1)N)COC1CC1